tert-butyl 2-cyano-3-(3,6-dihydro-2H-pyran-4-yl)-5-formyl-4-methyl-1H-indole-1-carboxylate C(#N)C=1N(C2=CC=C(C(=C2C1C=1CCOCC1)C)C=O)C(=O)OC(C)(C)C